trans-4-tert-butylcyclohexyl-carboxylic acid chloride C(C)(C)(C)[C@@H]1CC[C@H](CC1)C(=O)Cl